C(C)OC(=O)C=1C=NN2C1NC(=CC2=O)C2=CC=C(C=C2)C(F)(F)F 7-oxo-5-(4-(trifluoromethyl)phenyl)-4,7-dihydropyrazolo[1,5-a]pyrimidine-3-carboxylic acid ethyl ester